1,3,5-tris[(trimethylsilyl)ethynyl]-2,4,6-trifluorobenzene C[Si](C)(C)C#CC1=C(C(=C(C(=C1F)C#C[Si](C)(C)C)F)C#C[Si](C)(C)C)F